(2R,3R,4S,5R)-2-(6-amino-2-(2-(5-fluoro-1H-indol-3-yl)ethoxy)-9H-purin-9-yl)-5-(hydroxymethyl)-tetrahydrofuran-3,4-diol NC1=C2N=CN(C2=NC(=N1)OCCC1=CNC2=CC=C(C=C12)F)[C@@H]1O[C@@H]([C@H]([C@H]1O)O)CO